5-Bromo-2H-dispiro[furo[2,3-b]pyridine-3,1'-cyclohexane-4',2''-[1,3]dioxolane] BrC=1C=C2C(=NC1)OCC21CCC2(OCCO2)CC1